(+/-)-(1R,2S)-2-{[(5-{4-[(1-methylpiperidin-4-yl)amino]-1-(2,2,2-trifluoroethyl)-1H-indol-2-yl}-1,3,4-thiadiazol-2-yl)methyl]carbamoyl}cyclopropane-1-carboxylic acid CN1CCC(CC1)NC1=C2C=C(N(C2=CC=C1)CC(F)(F)F)C1=NN=C(S1)CNC(=O)[C@@H]1[C@@H](C1)C(=O)O |r|